benzyl 2-(3-bromo-2-methylphenyl)-6,7-dihydro-oxazolo[4,5-c]pyridine-5(4H)-carboxylate BrC=1C(=C(C=CC1)C=1OC2=C(CN(CC2)C(=O)OCC2=CC=CC=C2)N1)C